2-bromo-4-(2-((tert-butyldimethylsilyl)oxy)ethoxy)-3-fluorobenzonitrile BrC1=C(C#N)C=CC(=C1F)OCCO[Si](C)(C)C(C)(C)C